N[C@H]1CN(CC1)C(=O)NCCNC(C1=C(C=C(C=C1)NC=1C=2N(C=CN1)C(=CN2)C=2C(=NNC2)C(F)(F)F)CC)=O (R)-3-amino-N-(2-(2-ethyl-4-((3-(3-(trifluoromethyl)-1H-pyrazol-4-yl)imidazo[1,2-a]pyrazin-8-yl)amino)benzamido)ethyl)pyrrolidine-1-carboxamide